C(COC(=O)Cl)OC(=O)Cl ethylenebis(chloroformate)